C(CC1=CC=CC=C1)C1(CCN(CC1)CC1=CC=C(C=C1)NC(C)=O)C=1SC=CC1 N-(4-((4-phenethyl-4-(thien-2-yl)piperidin-1-yl)methyl)phenyl)acetamide